N-((1R,4R)-4-((2-(6-(3-fluorophenethyl)quinazolin-4-yl)-2,7-diazaspiro[3.5]nonan-7-yl)methyl)cyclohexyl)ethanesulfonamide FC=1C=C(CCC=2C=C3C(=NC=NC3=CC2)N2CC3(C2)CCN(CC3)CC3CCC(CC3)NS(=O)(=O)CC)C=CC1